(R)-5-((2-bromo-5-isopropylpyridin-4-yl)oxy)-N4-(1-cyclopropylethyl)pyrimidine-2,4-diamine BrC1=NC=C(C(=C1)OC=1C(=NC(=NC1)N)N[C@H](C)C1CC1)C(C)C